di(xylyl)phenol C1(=C(C(=CC=C1)C)C)C=1C(=C(C=CC1)O)C1=C(C(=CC=C1)C)C